CC1=C(C=2C(=N[C@H](C=3N(C2S1)C(=NN3)C)CC(=O)O)C3=CC=C(C=C3)Cl)C (S)-2-[2,3,9-trimethyl-4-(4-chlorophenyl)-6H-thieno[3,2-f][1,2,4]Triazolo[4,3-a][1,4]diazepine-6-yl]acetic acid